N-[2-amino-5-(4-fluorophenyl)phenyl]-4-[(5-chloro-3-pyridyl)sulfonimidoyl]benzamide NC1=C(C=C(C=C1)C1=CC=C(C=C1)F)NC(C1=CC=C(C=C1)S(=O)(=N)C=1C=NC=C(C1)Cl)=O